6-Amino-2-fluoro-3-((1R,4R)-4-hydroxy-1',2'-dihydrospiro[cyclohexane-1,3'-pyrrolo[2,3-b]pyridin]-5'-yl)-N,N-dimethylbenzamide NC1=CC=C(C(=C1C(=O)N(C)C)F)C=1C=C2C(=NC1)NCC21CCC(CC1)O